tert-butyl 3-(aminomethyl)-3-methoxyazetidine-1-carboxylate NCC1(CN(C1)C(=O)OC(C)(C)C)OC